1-bromo-3,5-difluoro-4-trifluoromethylbenzene BrC1=CC(=C(C(=C1)F)C(F)(F)F)F